N-[(3R)-7-[(4aS,7aS)-4,4-difluoro-octahydro-1H-pyrrolo[3,4-b]pyridin-6-yl]-3,4-dihydro-2H-1-benzopyran-3-yl]-3-amino-6-methylthieno[2,3-b]pyridine-2-carboxamide FC1([C@@H]2[C@H](NCC1)CN(C2)C2=CC1=C(C[C@H](CO1)NC(=O)C1=C(C=3C(=NC(=CC3)C)S1)N)C=C2)F